NC1=NN2C(N=CC(=C2)F)=C1C(=O)NC=1C=NC=CC1N1CCC(CC1)C(=O)N1CC(C1)(C)OC 2-amino-6-fluoro-N-(4-(4-(3-methoxy-3-methylazetidine-1-carbonyl)piperidin-1-yl)pyridin-3-yl)pyrazolo[1,5-a]pyrimidine-3-carboxamide